FC1([C@H](C[C@H](CC1)[C@H](C(=O)NC1=NC=C(C=C1)OC1=C(C=C(C=C1)F)F)C)C1=CNC(C=C1)=O)F (R)-2-((1s,3R)-4,4-difluoro-3-(6-oxo-1,6-dihydropyridin-3-yl)cyclohexyl)-N-(5-(2,4-difluorophenoxy)pyridin-2-yl)propionamide